S(=O)(=O)(O)CCN1CCN(CC1)CCS(=O)(=O)O 2-[4-(2-sulfoethyl)piperazin-1-yl]ethanesulfonic acid